OC=1C(=NC=C(C1)C(F)(F)F)C(=N)N hydroxy-5-(trifluoromethyl)pyridine-2-carboxamidine